ClC1=NC=C(C(=C1F)C1=C(C=NC(=C1)C)C(=O)NC=1SC(=NN1)C(N(C)[C@H]1C[C@H](CCC1)OC1CC1)=O)OC 2'-chloro-N-(5-{[(1R,3S)-3-cyclopropoxycyclohexyl](methyl)carbamoyl}-1,3,4-thiadiazol-2-yl)-3'-fluoro-5'-methoxy-6-methyl-[4,4'-bipyridine]-3-carboxamide